N[C@@H](CCC1=CNC2=CC=CC=C12)C(=O)O Homotryptophan